Cl.COC1=C(SC=C1)CNCCC1(CCOC2(CC=CC2)C1)C1=NC=CC=C1 N-((3-Methoxythiophen-2-yl)methyl)-2-(9-(pyridin-2-yl)-6-oxaspiro[4.5]decan-2-en-9-yl)ethylamine hydrochloride